C(C)C=C(C(=O)O)CC ethyl-2-ethylprop-2-enoic acid